BrC=1C=C(C(=O)O)C=C(C1)C1(CC1)C#N 3-bromo-5-(1-cyanocyclopropyl)benzoic acid